N(=[N+]=[N-])C=1C=C(C(C(=O)NCCCCNC(CI)=O)=CC1)O 1-(p-Azidosalicylamido)-4-(iodoacetamido)butane